The molecule is a monocarboxylic acid that is (4-hydroxy-3,5-diiodophenyl)propanoic acid in which the phenolic hydroxy group has been replaced by a 4-hydroxyphenyl group. An ionotropic analogue of L-thyroxine. It is an organoiodine compound, an aromatic ether, a member of phenols and a monocarboxylic acid. C1=CC(=CC=C1O)OC2=C(C=C(C=C2I)CCC(=O)O)I